2-Amino-3-pyridinebenzamide NC1=NC=CC=C1C1=CC=CC=C1C(=O)N